COC=1C=C(C=C(C1)C1=CC=CC=C1)C(=O)O 5-methoxy-[1,1'-biphenyl]-3-carboxylic acid